N-{[4-(naphthalene-1-sulfonyl)phenyl]methyl}thieno[2,3-c]pyridine C1(=CC=CC2=CC=CC=C12)S(=O)(=O)C1=CC=C(C=C1)CN1C=C2C(C=C1)=CCS2